cis-3-octadecene-1,2-dicarboxylic acid anhydride C1C(\C=C/CCCCCCCCCCCCCC)C(=O)OC1=O